C(C1=CC=CO1)CC1=CC=CO1 bifurfuryl